N-[4-(2,6-dimethyl-1,1-dioxo-1,4-thiazinane-4-carbonyl)-3-pyrrolidin-1-ylphenyl]cyclopropanecarboxamide CC1S(C(CN(C1)C(=O)C1=C(C=C(C=C1)NC(=O)C1CC1)N1CCCC1)C)(=O)=O